C(C)(C)(C)OC(NC=1SC(=CN1)C(NC1=CC=CC=C1)=O)=O tert-butyl(5-(phenylcarbamoyl)thiazol-2-yl)carbamate